oxazol-5-ylmethyl (4-((2-(N,N-dimethylsulfamoyl)-2-azaspiro[3.3]heptan-6-yl)methyl)-3-fluorophenyl)carbamate CN(S(=O)(=O)N1CC2(C1)CC(C2)CC2=C(C=C(C=C2)NC(OCC2=CN=CO2)=O)F)C